benzyl (2-(octadecyloxy) ethyl) ((((R)-1-(2,6-diamino-9H-purin-9-yl) propan-2-yl) oxy) methyl) phosphate P(=O)(OCC1=CC=CC=C1)(OCCOCCCCCCCCCCCCCCCCCC)OCO[C@@H](CN1C2=NC(=NC(=C2N=C1)N)N)C